N1C=CC=C1.CN(C(N(C)C)=N)C tetramethylguanidine pyrrole salt